2,5,6-trimethyl-3,4-pyridinedicarboxylic anhydride CC1=NC(=C(C2=C1C(=O)OC2=O)C)C